(S)-benzo[d]oxazol-2-yl(4-(4-(trifluoromethyl)pyrazolo[1,5-a]pyridin-2-yl)-1,4,6,7-tetrahydro-5H-imidazo[4,5-c]pyridin-5-yl)methanone O1C(=NC2=C1C=CC=C2)C(=O)N2[C@@H](C1=C(CC2)NC=N1)C1=NN2C(C(=CC=C2)C(F)(F)F)=C1